7-bromo-2-methyl-4-[{5-(trifluoromethyl)pyridin-2-yl}oxy]benzo[d]thiazole BrC1=CC=C(C=2N=C(SC21)C)OC2=NC=C(C=C2)C(F)(F)F